C(C)(C)(C)OC(=O)N1C2CN(CC1CCC2)C2=NC(=NC=C2)C2=CN=C1N2C=C(C=C1)C(F)(F)F 3-(2-(6-(trifluoromethyl)imidazo[1,2-a]pyridin-3-yl)pyrimidin-4-yl)-3,9-diazabicyclo[3.3.1]nonane-9-carboxylic acid tert-butyl ester